2-chloro-4-(3-chlorophenyl)-6-phenylpyrimidine ClC1=NC(=CC(=N1)C1=CC(=CC=C1)Cl)C1=CC=CC=C1